{[(3S)-oxolan-3-yl]methyl}-7,8-dihydro-6H-spiro[[1,3]oxazolo[5,4-f]quinazoline-9,1'-cyclohexane]-7-one O1C[C@H](CC1)CC1C2(CCCC1)NC(NC1=CC=C3C(=C12)OC=N3)=O